[Cl-].[Cl-].C1(=CC=CC=C1)P(=O)(C=1[CH-]C=CC1)C1=CC=CC=C1.C1(=CC=CC=C1)P(=O)(C=1[CH-]C=CC1)C1=CC=CC=C1.[Pd+2].[Fe+2] iron (2+) palladium (2+) bis(2-(diphenylphosphinyl)cyclopenta-2,4-dien-1-ide) dichloride